[Sn].[Cu].[Sn] tin copper-tin